S-(tetrahydrofuran-2-yl) thiobenzoate C(C1=CC=CC=C1)(=O)SC1OCCC1